(19R)-3-(cyclopropylmethyl)-16-fluoro-5,10,19-trimethyl-20-oxa-3,4,11,12,23-pentaazapentacyclo[19.3.1.02,6.08,12.013,18]pentacosa-1(24),2(6),4,8,10,13,15,17,21(25),22-decaen-22-amine C1(CC1)CN1C=2C3=CN=C(C(O[C@@H](C4=CC(=CC=C4N4N=C(C=C4CC2C(=N1)C)C)F)C)=C3)N